1,6-hexanediol [3-(3,5-di-t-butyl-4-hydroxyphenyl) propionate] C(C)(C)(C)C=1C=C(C=C(C1O)C(C)(C)C)CCC(=O)OCCCCCCO